(2S,3S,4R,5R)-5-azido-6-methoxy-3,4-bis((trimethylsilyl)oxy)tetrahydro-2H-pyran-2-carbaldehyde N(=[N+]=[N-])[C@@H]1[C@H]([C@H]([C@H](OC1OC)C=O)O[Si](C)(C)C)O[Si](C)(C)C